ClC1=CC(=C2C(=N1)N(N=N2)[C@H]2[C@@H]([C@@H]([C@H](O2)CO[C@](COC)(C)P(O)(O)=O)O)O)NC2CCCC2 ((R)-2-(((2R,3S,4R,5R)-5-(5-chloro-7-(cyclopentylamino)-3H-[1,2,3]triazolo[4,5-b]pyridin-3-yl)-3,4-dihydroxytetrahydrofuran-2-yl)methoxy)-1-methoxypropan-2-yl)phosphonic acid